(5S,8R)-8-[(1S,2R)-6-amino-2-fluoro-1-hydroxy-7-methylsulfonyl-2,3-dihydro-1H-inden-4-yl]-3,5-difluoro-5,6,7,8-tetrahydronaphthalene-1-carbonitrile NC1=CC(=C2C[C@H]([C@H](C2=C1S(=O)(=O)C)O)F)[C@H]1CC[C@@H](C=2C=C(C=C(C12)C#N)F)F